Methyl 2-((4-(2-(5-phenyl-1H-imidazol-2-yl)pyridin-4-yl)-1H-pyrazol-1-yl)methyl)benzoate trifluoroacetate salt FC(C(=O)O)(F)F.C1(=CC=CC=C1)C1=CN=C(N1)C1=NC=CC(=C1)C=1C=NN(C1)CC1=C(C(=O)OC)C=CC=C1